4-((9-(5-hydroxyadamantan-2-yl)-7-methyl-8-oxo-8,9-dihydro-7H-purin-2-yl)amino)-3-methylbenzonitrile OC12CC3C(C(CC(C1)C3)C2)N2C3=NC(=NC=C3N(C2=O)C)NC2=C(C=C(C#N)C=C2)C